(S)-1-(3,4-difluorophenyl)-5-(5-(3,5-dimethylisoxazol-4-yl)-1-((1r,3S)-3-hydroxycyclobutyl)-1H-benzo[d]imidazol-2-yl)pyrrolidin-2-one FC=1C=C(C=CC1F)N1C(CC[C@H]1C1=NC2=C(N1C1CC(C1)O)C=CC(=C2)C=2C(=NOC2C)C)=O